(4-(2-ethylindan-2-yl)-1H-imidazol-1-yl)(piperidin-1-yl)methanone C(C)C1(CC2=CC=CC=C2C1)C=1N=CN(C1)C(=O)N1CCCCC1